benzofuran-5-yl-(2-methyl-3-phenyl-2,4,5,7-tetrahydro-6H-pyrazolo[3,4-c]pyridin-6-yl)methanone O1C=CC2=C1C=CC(=C2)C(=O)N2CC=1C(CC2)=C(N(N1)C)C1=CC=CC=C1